CN(C)CC1=CC=C(C=C1)NC=1C=NC(=CC1)C1=CC(=CC=C1)OC N-(4-((Dimethylamino)methyl)phenyl)-6-(3-methoxyphenyl)pyridin-3-amin